4-bromo-5-chlorobenzene-1,2-diamine BrC=1C=C(C(=CC1Cl)N)N